(R)-N-(3-(1-((2-amino-5-chloropyridin-3-yl)oxy)ethyl)-phenyl)-6-methylpicolinamide NC1=NC=C(C=C1O[C@H](C)C=1C=C(C=CC1)NC(C1=NC(=CC=C1)C)=O)Cl